[8-(difluoromethyl)-2-methyl-imidazo[1,2-b]pyridazin-6-yl]boronic acid FC(C=1C=2N(N=C(C1)B(O)O)C=C(N2)C)F